4-amino-3-methylisoxazolo[4,5-c]quinoline-8-carboxylic acid NC1=NC=2C=CC(=CC2C2=C1C(=NO2)C)C(=O)O